[F-].[Au+]=S gold sulfide fluoride